BrC=1C=C2C(=NC=NN2C1)C1=CC(=C(CNC(=O)C2=NOC(=N2)C(C)(C)C)C=C1)C N-(4-(6-bromopyrrolo[2,1-f][1,2,4]triazin-4-yl)-2-methylbenzyl)-5-(tert-butyl)-1,2,4-oxadiazole-3-carboxamide